8-(3-(2,2-difluoroethyl)phenyl)-9-(4-((1-(3-fluoropropyl)azetidin-3-yl)methyl)phenyl)-6,7-dihydro-5H-benzo[7]annulene-3-carboxylic acid FC(CC=1C=C(C=CC1)C=1CCCC2=C(C1C1=CC=C(C=C1)CC1CN(C1)CCCF)C=CC(=C2)C(=O)O)F